(1,2-cis)-2-((3-((R)-3-amino-1-hydroxypropyl)phenoxy)methyl)cyclohexanol C1CC[C@H]([C@H](C1)COC2=CC=CC(=C2)[C@@H](CCN)O)O